ClC1=CC=2N(C3=CC=CC=C3C2C=C1)C1=C(C(=CC=C1)C1=CC2=CC=CC=C2C=C1)C1=CC=CC=C1 2-chloro-9-(6-(naphthalen-2-yl)-[1,1'-Biphenyl]-2-yl)-9H-carbazole